CC1CCC(C(C1)O)C(C)C 5-methyl-2-(propan-2-yl)cyclohexan-1-oL